pyrazin-3(4H)-one TFA salt OC(=O)C(F)(F)F.N1=CC(NC=C1)=O